FC1=C(C=CC=C1)N1N=CC(=C1)C=1C=NC=2CCN(CC2C1)C=1C(=C(C=2N(N1)C(C=CN2)=O)C)C 7-(3-(1-(2-fluorophenyl)-1H-pyrazol-4-yl)-7,8-dihydro-1,6-naphthyridin-6(5H)-yl)-8,9-dimethyl-4H-pyrimido[1,2-b]pyridazin-4-one